2,6-diisopropenylnaphthalene C(=C)(C)C1=CC2=CC=C(C=C2C=C1)C(=C)C